C(C1=CC=CC=C1)S\C(=C/C(=O)C1=CC=CC=C1)\[Si](C(C)(C)C)(C)C (Z)-3-(Benzylthio)-3-[dimethyl(tert-butyl)silyl]-1-phenylprop-2-en-1-one